FC1=CNC2=NC=C(C=C21)C=2C=C1CCN(CC1=C(C2)[C@H]2NCCOC2)C(C(C)(C)O)=O (R)-1-(6-(3-fluoro-1H-pyrrolo[2,3-b]pyridin-5-yl)-8-(morpholin-3-yl)-3,4-dihydroisoquinolin-2(1H)-yl)-2-hydroxy-2-methylpropan-1-one